BrC=1C=C(C(=NC1)OC1=C(C#N)C=CC=C1)F (5-bromo-3-fluoropyridin-2-yloxy)benzonitrile